C([C@@H](O)C)(=O)O (+)-L-lactic acid